4-(3-fluorophenyl)-1-(5-(isopropylthio)-4-(pyrimidin-5-yl)thiazol-2-yl)-3-methyl-1H-pyrazole-5-carboxylic acid FC=1C=C(C=CC1)C=1C(=NN(C1C(=O)O)C=1SC(=C(N1)C=1C=NC=NC1)SC(C)C)C